6-chloro-N-[5-(2,2-difluoroethyl)-4-methoxy-pyrimidin-2-yl]-7-methyl-1H-indole-3-sulfonic acid amide ClC1=CC=C2C(=CNC2=C1C)S(=O)(=O)NC1=NC=C(C(=N1)OC)CC(F)F